tert-Butyl 2-(6,8-dioxo-2,7-diazaspiro[4.6]undecan-2-yl)pyrimidine-5-carboxylate O=C1C2(CCN(C2)C2=NC=C(C=N2)C(=O)OC(C)(C)C)CCCC(N1)=O